FC([C@@H]1C(N(C(N1C=1N=C2N(CCOC3=C2C=CC(=C3)N[C@H](C(=O)N)C)C1)=C=O)C)=C=O)F (S)-2-((2-((S)-5-(difluoromethyl)-3-methyl-2,4-dicarbonyl-imidazolidin-1-yl)-5,6-dihydrobenzo[f]imidazo[1,2-d][1,4]oxazepin-9-yl)amino)propanamide